COC1=CC=C(C=C1)CCCCN1N=NC=C1 4-(4-Methoxyphenyl)butyl-1H-1,2,3-triazole